O=C1C=C(OC2=CC=CC=C12)CC(=O)OC methyl 4-oxo-4H-chromen-2-ylacetate